COC=1C=C2C(N(C(=NC2=CC1)\C=C\C1=CC(=CC=C1)[N+](=O)[O-])C1=CC=C(C(=O)O)C=C1)=O 4-[6-methoxy-2-[(1E)-2-(3-nitrophenyl)vinyl]-4-oxo-3(4H)-quinazolinyl]-benzoic acid